C(C)P(O)(O)=O.CC1=C(C(=O)N)C(=CC(=C1)C)C (2,4,6-trimethylbenzamide) ethyl-phosphonate